P(=O)(OCCCCCCCCCCCCCCCCCCCC)(OCCCCCCCCCCCCCCCCCCCC)[O-] dieicosyl phosphate